NC1=C(C(=O)NC2=CC(=CC=C2)[N+](=O)[O-])C=CC=C1 amino-N-(3-nitrophenyl)benzamide